CO[Si](CCCNCCC[Si](OC)(OC)OC)(OC)OC bis[3-(trimethoxysilyl)-propyl]-amine